C(C)(C)C(CC(O)C(C)C)O 1,3-diisopropyl-1,3-propanediol